(methylphenyl)(biphenyl) CC1=C(C=CC=C1)C1=C(C=CC=C1)C1=CC=CC=C1